(1,3-dioxoisoindolin-2-yl)benzamide O=C1N(C(C2=CC=CC=C12)=O)C1=C(C(=O)N)C=CC=C1